5-[5-[chloro(difluoro)methyl]-1,2,4-oxadiazol-3-yl]-N-[1-(4-chloropyridin-3-yl)ethyl]pyrimidin-2-amine ClC(C1=NC(=NO1)C=1C=NC(=NC1)NC(C)C=1C=NC=CC1Cl)(F)F